O.[Cu] copper hydrogen oxide